FC1=C(C=CC=C1)S(=O)(=N[Si](C)(C)C)C (2-Fluorophenyl)(methyl)((trimethylsilyl)imino)-λ6-sulfanone